C(=O)(O)CCCN1C(N([C@H]2[C@H](O)[C@H](O)[C@@H](CO)O2)C=CC1=O)=O 3-(3-carboxy-propyl)uridine